(R)-7-(5-((S)-4-phenyl-3,4-dihydro-1H-benzo[4,5]imidazo[2,1-c][1,4]oxazin-7-yl)pyrimidin-2-yl)hexahydroimidazo[1,5-a]pyrazin-3(2H)-one C1(=CC=CC=C1)[C@@H]1N2C(COC1)=NC1=C2C=C(C=C1)C=1C=NC(=NC1)N1C[C@@H]2N(CC1)C(NC2)=O